N-(4-{[6-(5-chloro-2-fluorophenyl)-3-[3-(dimethylamino)propoxy]pyridazin-4-yl]amino}pyridin-2-yl)cyclopropanecarboxamide ClC=1C=CC(=C(C1)C1=CC(=C(N=N1)OCCCN(C)C)NC1=CC(=NC=C1)NC(=O)C1CC1)F